7-(4-nitrophenyl)pyrrolo[1,2-b]pyridazine-5-carbonitrile [N+](=O)([O-])C1=CC=C(C=C1)C1=CC(=C2N1N=CC=C2)C#N